potassium silicon phosphorus [P].[Si].[K]